2-(dimethylamino)-N-(1-(naphthalen-1-yl)ethyl)-5-nitrobenzamide CN(C1=C(C(=O)NC(C)C2=CC=CC3=CC=CC=C23)C=C(C=C1)[N+](=O)[O-])C